2,3-dimethyl-1-pentyl methacrylate C(C(=C)C)(=O)OCC(C(CC)C)C